(2R,3S)-N-(2-cyclohexyl-4-((4-(trifluoromethyl)benzyl)amino)phenyl)-2,3-difluoroheptanamide C1(CCCCC1)C1=C(C=CC(=C1)NCC1=CC=C(C=C1)C(F)(F)F)NC([C@H]([C@H](CCCC)F)F)=O